2-((4-Isopropylphenyl)thio)-1-(4-(trans-2-phenylcyclopropane-1-carbonyl)piperazin-1-yl)ethan-1-one C(C)(C)C1=CC=C(C=C1)SCC(=O)N1CCN(CC1)C(=O)[C@H]1[C@@H](C1)C1=CC=CC=C1